C1(=CC(=CC=C1)C[C@@H]1C=2C(N(C=NC2CC[C@@H]1NS(=O)(=O)C1CC1)C(C)C)=O)C1=CC=CC=C1 |r| rac-N-[(5R,6S)-5-[([1,1'-biphenyl]-3-yl)methyl]-4-oxo-3-(propan-2-yl)-3,4,5,6,7,8-hexahydroquinazolin-6-yl]cyclopropanesulfonamide